2-(cyclopropylmethyl)-N-[6-(2,2-difluoroethoxy)-5-fluoro-2-methoxy-3-pyridyl]-1-keto-isoquinoline-5-sulfonamide C1(CC1)CN1C(C=2C=CC=C(C2C=C1)S(=O)(=O)NC=1C(=NC(=C(C1)F)OCC(F)F)OC)=O